4-bromopentyl heptyloxymethyl ether C(CCCCCC)OCOCCCC(C)Br